ClC1=C(C=C(C=C1)[C@@H]1O[C@@H]([C@H]([C@@H]([C@H]1O)O)O)C)CC1=CC=C(C=C1)OCC (2S,3R,4S,5S,6R)-2-(4-chloro-3-(4-ethoxybenzyl)phenyl)-6-methyltetrahydro-2H-pyran-3,4,5-triol